phenyl((methyl-d3)fluorophenyl)pyridine C1(=CC=CC=C1)C=1C(=NC=CC1)C1=C(C(=CC=C1)C([2H])([2H])[2H])F